[Zn].OC(C)C1=CC=C(C=C1)CCC1=CC=C(C=C1)C(C)O 1,2-bis(4-(1-hydroxyethyl)phenyl)ethane zinc